[2-(dimethylphosphoryl)-6-fluorophenyl]Methylamine CP(=O)(C)C1=C(C(=CC=C1)F)CN